O=C(CCC(=O)OC(C)(C)C)C=1C=NC=NC1 tert-butyl 4-oxo-4-pyrimidin-5-yl-butanoate